(3R)-3-({7-bromo-2-[4-methoxy-2-(trifluoromethyl)phenyl][1,2,4]triazolo[1,5-c]quinazolin-5-yl}amino)azepan-2-one BrC1=CC=CC=2C=3N(C(=NC12)N[C@H]1C(NCCCC1)=O)N=C(N3)C3=C(C=C(C=C3)OC)C(F)(F)F